NC1=NC(N(C=N1)[C@H]1C[C@@H]([C@H](S1)CO[P@](=O)(OC1=CC=CC=C1)N[C@@H](C)C(=O)OCC(CC)CC)O)=O 2-ETHYLBUTYL ((S)-(((2R,3S,5R)-5-(4-AMINO-2-OXO-1,3,5-TRIAZIN-1(2H)-YL)-3-HYDROXYTETRAHYDROTHIOPHEN-2-YL)METHOXY)(PHENOXY)PHOSPHORYL)-L-ALANINATE